C1(CCCCC1)N1CC(C1)C(=O)NC=1C=C(C(=NC1)C)NC(=O)C=1C=NN2C1SC(=C2)C=2C=NN(C2)C N-(5-(1-cyclohexylazetidine-3-carboxamido)-2-methylpyridin-3-yl)-2-(1-methyl-1H-pyrazol-4-yl)pyrazolo[5,1-b]thiazole-7-carboxamide